FC(CN1C(=NC=2C1=NC(=CN2)C=2C=CN1N=C(N=CC12)NC1CC(C1)(C)NC(C)=O)C)F N-((1r,3r)-3-((5-(1-(2,2-difluoroethyl)-2-methyl-1H-imidazo[4,5-b]pyrazin-6-yl)pyrrolo[2,1-f][1,2,4]triazin-2-yl)amino)-1-methylcyclobutyl)acetamide